FCCCN1CC(C1)NC1=CC(=C(C=C1)[C@H]1N([C@@H](CC2=C3C(=CC=C12)NN=C3)C)CC(F)(F)F)OC(F)(F)F 1-(3-Fluoropropyl)-N-(4-((6S,8R)-8-methyl-7-(2,2,2-trifluoroethyl)-6,7,8,9-Tetrahydro-3H-pyrazolo[4,3-f]isoquinolin-6-yl)-3-(trifluoromethoxy)phenyl)azetidine-3-amine